1-(methoxymethyl)cyclobutane-1-carboxylic acid COCC1(CCC1)C(=O)O